ruthenium(II) tris(2,2'-bipyridine) N1=C(C=CC=C1)C1=NC=CC=C1.N1=C(C=CC=C1)C1=NC=CC=C1.N1=C(C=CC=C1)C1=NC=CC=C1.[Ru+2]